C\C(=C/C(=O)O)\C=C\C=C(/C=C/C1=C(CCCC1(C)C)C)\C (2E,4E,6Z,8E)-3,7-Dimethyl-9-(2,6,6-trimethylcyclohex-1-enyl)nona-2,4,6,8-tetraenoic Acid